2-[(2E,6E,10E,14E,18E,22E,26E,30E,34E)-3,7,11,15,19,23,27,31,35,39-decamethyltetraconta-2,6,10,14,18,22,26,30,34,38-decaenyl]-5,6-dimethoxy-3-methylbenzene-1,4-diol acetate salt C(C)(=O)O.C\C(=C/CC1=C(C(=C(C(=C1C)O)OC)OC)O)\CC\C=C(\CC\C=C(\CC\C=C(\CC\C=C(\CC\C=C(\CC\C=C(\CC\C=C(\CC\C=C(\CCC=C(C)C)/C)/C)/C)/C)/C)/C)/C)/C